C(C1=CC=CC=C1)NC=1C=2N(N=C(C1)C=1C(NC(NC1)=O)=O)C=CN2 5-(8-(benzylamino)imidazo[1,2-b]pyridazin-6-yl)pyrimidine-2,4(1H,3H)-dione